5-(((3-cyano-6-oxo-4-phenyl-1,6-dihydropyridin-2-yl)thio)methyl)nicotinic Acid C(#N)C1=C(NC(C=C1C1=CC=CC=C1)=O)SCC=1C=NC=C(C(=O)O)C1